3,4,5,6-Tetra-9H-carbazol-9-yl-1,2-benzenedicarbonitrile C1=CC=CC=2C3=CC=CC=C3N(C12)C1=C(C(=C(C(=C1N1C2=CC=CC=C2C=2C=CC=CC12)N1C2=CC=CC=C2C=2C=CC=CC12)N1C2=CC=CC=C2C=2C=CC=CC12)C#N)C#N